ClC1=C(C(=CC=C1)F)N1C=2N(C3=C(C1=O)C=NC(=N3)NC3=CC(=C(C=C3)N3C[C@H](N([C@H](C3)C)C)C)C)CCN2 6-(2-chloro-6-fluorophenyl)-2-((3-methyl-4-((3r,5s)-3,4,5-trimethylpiperazin-1-yl)phenyl)amino)-8,9-dihydroimidazo[1,2-a]pyrimido[5,4-e]pyrimidin-5(6H)-one